6-phenyl-1-hexanol C1(=CC=CC=C1)CCCCCCO